C(CCC)(=O)NC=1C=CC(=C(C(=O)NC=2SC(=CN2)[N+](=O)[O-])C1)O 5-butyramido-2-hydroxy-N-(5-nitrothiazol-2-yl)benzamide